C(=CCCCCCCCCCCCCCCCCO)O 1,18-octadecenediol